N[C@@H](CC1=CNC=N1)C(=O)N1[C@@H](CCC1)C(=O)O L-histidyl-L-proline